C(#C)[C@H]1N(C[C@H](C1)F)C(=O)OC(C)(C)C tert-Butyl (2S,4S)-2-ethynyl-4-fluoropyrrolidine-1-carboxylate